1-(4-methoxyphenyl)-5-phenyl-penta-2,4-diene COC1=CC=C(C=C1)CC=CC=CC1=CC=CC=C1